ClC1=CC=C(C=C1)CNC(=O)NC1=CC=C(C=C1)CNC(=O)C1=CC=CC=C1 {[(4-chlorophenyl)methyl]amino}-N-{4-[(phenylcarbonylamino)methyl]phenyl}carboxamide